2-(4-methylthiophenyl)-3-indazolone CSC1=CC=C(C=C1)N1NC2=CC=CC=C2C1=O